[C@H]12N(C[C@H](NC1)C2)C2=CC(=C(C=C2)NC2=NC=C(C(=N2)C2=CC=1S(CCS(CC1S2)(=O)=O)(=O)=O)C(F)(F)F)CC 7-(2-((4-((1R,4R)-2,5-diazabicyclo[2.2.1]heptan-2-yl)-2-ethylphenyl)amino)-5-(trifluoromethyl)pyrimidin-4-yl)-2,3-dihydro-5H-thieno[3,2-e][1,4]dithiepine 1,1,4,4-tetraoxide